tert-butyl (trans)-3-(7-bromo-8-chloro-4-(3-(dimethylamino)azetidin-1-yl)-6-fluoro-1H-imidazo[4,5-c]quinolin-1-yl)-4-methoxypyrrolidine-1-carboxylate BrC=1C(=CC=2C3=C(C(=NC2C1F)N1CC(C1)N(C)C)N=CN3[C@@H]3CN(C[C@H]3OC)C(=O)OC(C)(C)C)Cl